6-(Ethoxyethyl)-2-(methoxymethoxy)-3-(2-(4,4,5,5-tetramethyl-1,3,2-dioxaborolan-2-yl)ethyl)-vinylbenzoic acid tert-butyl ester C(C)(C)(C)OC(C1=C(C(=CC=C1CCOCC)CCB1OC(C(O1)(C)C)(C)C)C=COCOC)=O